COC=1C=C2N(C(C(=NC2=CC1OC)CCN1C(N=NC1=O)=O)=O)C 4-[2-(3,4-dihydro-6,7-dimethoxy-4-methyl-3-oxo-2-quinoxalinyl)ethyl]-1,2,4-triazoline-3,5-dione